BrC=1C=CC=C2C(=CC(=NC12)C=1N(C=NC1)C)C(=O)N[C@@H]1CC[C@H](CC1)OC 8-bromo-2-(3-methylimidazol-4-yl)-N-[(trans)-4-methoxycyclohexyl]quinoline-4-carboxamide